O=C1NC(CC[C@H]1N1C(C2=CC=CC(=C2C1=O)NCC1=CC=C(CN2CCN(CC2)C=2C=CC(=NC2)C(=O)N)C=C1)=O)=O (R)-5-(4-(4-((2-(2,6-dioxopiperidin-3-yl)-1,3-dioxoisoindolin-4-ylamino)methyl)benzyl)piperazin-1-yl)picolinamide